(p-toluenesulfonyloxy)-tert-butyl acetate C(C)(=O)OC(COS(=O)(=O)C1=CC=C(C)C=C1)(C)C